(((benzyloxy)carbonyl)amino)-3-(hydroxymethyl)azetidine-1-carboxylic acid tert-butyl ester C(C)(C)(C)OC(=O)N1C(C(C1)CO)NC(=O)OCC1=CC=CC=C1